COC1=CC(=NN1)C=1C=C2CN(C(C2=CC1)=O)N1C(CCCC1=O)=O (5-(5-methoxy-1H-pyrazol-3-yl)-1-oxoisoindolin-2-yl)piperidine-2,6-dione